ClC1=C(C(=CC=C1C1CCCC1)Cl)[C@@H](C)N1N=NC=2C=NC(=CC21)C2=C(C=CC=C2)C(C(=O)O)C 2-(2-(1-((R)-1-(2,6-dichloro-3-cyclopentylphenyl)ethyl)-1H-[1,2,3]triazolo[4,5-c]pyridin-6-yl)phenyl)propanoic acid